5-Fluoro-2,4-diisopropylpyridin-3-ylcarbamic acid phenyl ester C1(=CC=CC=C1)OC(NC=1C(=NC=C(C1C(C)C)F)C(C)C)=O